C1(CC1)C=1C=CC=2N(C1)C=C(N2)CN(C(OC(C)(C)C)=O)C2=CC=C1C(=CC(=NC1=C2)[C@@H]2[C@H](C2)C2=NC=CC(=N2)C)N(C)C |r| rac-tert-butyl ((6-cyclopropylimidazo[1,2-a]pyridin-2-yl)methyl)(4-(dimethylamino)-2-((1S*,2S*)-2-(4-methylpyrimidin-2-yl)cyclopropyl)quinolin-7-yl)carbamate